C1(CC1)NC1=NC(=NC=C1C(F)(F)F)NC1=CC2=C(OC(O2)(F)F)C=C1 N4-cyclopropyl-N2-(2,2-difluorobenzo[d][1,3]dioxol-5-yl)-5-(trifluoromethyl)pyrimidine-2,4-diamine